phenyl-caproamide C1(=CC=CC=C1)C(C(=O)N)CCCC